C(CCCCCCC)NC(CCC(C(=O)O)CP(=O)(O)O)=O 5-(octylamino)-5-oxo-2-(phosphonomethyl)pentanoic acid